(E,Z)-9,11-Hexadecadienyl acetate C(C)(=O)OCCCCCCCC\C=C\C=C/CCCC